BrC=1C=C2C(=NN(C(C2=CC1)=O)CC(=O)NCC1CCC1)C(C)C 2-(6-bromo-1-oxo-4-propan-2-ylphthalazin-2-yl)-N-(cyclobutylmethyl)acetamide